tert-butyl 2-(2-(2-bromoethoxy)ethoxy)acetate BrCCOCCOCC(=O)OC(C)(C)C